NC1=CC=C(OC2=CC=C(C=C2)C(=O)C2=CC=C(C=C2)OC2=CC=C(C=C2)N)C=C1 bis[4-(4-amino phenoxy)phenyl] ketone